1-{[(1S,3aS,6aR)-3-oxooctahydropyrrolo[3,4-c]pyrrol-1-yl]methoxy}-7-(propan-2-yloxy)isoquinoline-6-carboxamide O=C1N[C@@H]([C@H]2CNC[C@H]21)COC2=NC=CC1=CC(=C(C=C21)OC(C)C)C(=O)N